C(C)(=O)OC(CCOCC(OOC(C)=O)COOC(C)=O)CCCCC(CCCCCCCCCCCCCC)OC(C)=O 1-(3,8-diacetoxy-behenyl)2,3-diacetoxy-glycerol